ClC1=NC(=NC(=C1)OC)N1CC(C(CC1)(F)F)C=C 4-chloro-2-(4,4-difluoro-3-vinylpiperidin-1-yl)-6-methoxypyrimidine